C(CCC)[Sn]12OC(CN(CC(O1)C)CC(O2)C)C 1-n-Butyl-3,7,10-trimethyl-2,8,9-trioxa-5-aza-1-stannabicyclo[3.3.3]undecane